4,5-dichloro-2-[(S)-hydroxy([1-[(3R)-pyrrolidine-3-carbonyl]piperidin-4-yl])methyl]phenol ClC1=CC(=C(C=C1Cl)O)[C@H](C1CCN(CC1)C(=O)[C@H]1CNCC1)O